C1CC12NCCN(C2)C=2C=CC=1N(C(C=C(N1)C=1C=C(C=3N(N1)C=C(N3)C([2H])([2H])[2H])C([2H])([2H])[2H])=O)C2 7-(4,7-diazaspiro[2.5]oct-7-yl)-2-(2,8-bis(methyl-d3)imidazo[1,2-b]pyridazin-6-yl)pyrido[1,2-a]pyrimidin-4-one